C(#N)CC=1N(C=2N(C(N=C(C2N1)N1C[C@H](N(C[C@@H]1C)C(=O)OC(C)(C)C)C)=O)C)C1CC1 tert-butyl (2R,5S)-4-(8-(cyanomethyl)-9-cyclopropyl-3-methyl-2-oxo-3,9-dihydro-2H-purin-6-yl)-2,5-dimethylpiperazine-1-carboxylate